[2-(3-Benzyloxy-7-phenyl-quinolin-2-yl)-2-oxo-ethyl]-phosphonic acid dimethyl ester COP(OC)(=O)CC(=O)C1=NC2=CC(=CC=C2C=C1OCC1=CC=CC=C1)C1=CC=CC=C1